BrC=1C=C(CN2C(\C(\C3=CC(=CC=C23)[N+](=O)[O-])=C/C=2NC(=CC2C)C)=O)C=CC1 (Z)-1-(3-bromobenzyl)-3-((3,5-dimethyl-1H-pyrrol-2-yl)methylene)-5-nitro-2-indolone